CN1C=C(C(C2=CC=CC=C12)=O)CN([C@@H]1CN(CCC1)C=1N=CNC(C1)=O)CC1=CC(=NC=C1)C 1-methyl-3-({[(2-methylpyridin-4-yl)methyl][(3S)-1-(6-oxo-1,6-dihydropyrimidin-4-yl)piperidin-3-yl]amino}methyl)-1,4-dihydroquinolin-4-one